N-(3-chloro-2-fluorophenylmethyl)-2-((1-cyclopropylethyl)amino)acetamide ClC=1C(=C(C=CC1)CNC(CNC(C)C1CC1)=O)F